4-(4-(1-(2-(((1-(2-(tert-butoxy)-2-oxoethyl)-1H-1,2,3-triazol-4-yl)methyl)amino)-2-oxoethyl)-5'-fluoro-1'-methyl-1H,1'H-[4,6'-biindazol]-3-yl)piperidin-1-yl)-4-oxobutanoic acid C(C)(C)(C)OC(CN1N=NC(=C1)CNC(CN1N=C(C=2C(=CC=CC12)C1=C(C=C2C=NN(C2=C1)C)F)C1CCN(CC1)C(CCC(=O)O)=O)=O)=O